FC(O[C@H]1[C@@H](CCC1)N(C(C(=O)OCC(F)(F)F)=O)CC1=NC=C(C=C1)C(F)(F)F)F 2,2,2-trifluoroethyl 2-(((1R,2R)-2-(difluoromethoxy)cyclopentyl)((5-(trifluoromethyl)pyridin-2-yl)methyl)amino)-2-oxoacetate